FC1(CC(C1)(CC1=NN=CN1C)C=1C=C(C=CC1)N1C(C2=CC(=CC(=C2C1)C(F)(F)F)CN1C(CN(CC1)C)C(F)(F)F)=O)F 2-(3-(3,3-difluoro-1-((4-methyl-4H-1,2,4-triazol-3-yl)methyl)cyclobutyl)phenyl)-6-((4-methyl-2-(trifluoromethyl)piperazin-1-yl)methyl)-4-(trifluoromethyl)isoindolin-1-one